acetic acid 1-((5-(1-(2,6-dichlorophenyl) azetidin-3-yl) pyridin-2-yl) methyl)-3-methylazetidin-3-yl ester ClC1=C(C(=CC=C1)Cl)N1CC(C1)C=1C=CC(=NC1)CN1CC(C1)(C)OC(C)=O